N-(3-((5-(difluoromethyl)-2-((3-methyl-1-(8-methyl-8-azabicyclo[3.2.1]octan-3-yl)-1H-pyrazol-4-yl)amino)pyrimidin-4-yl)amino)propyl)-1-methylazetidine-3-carboxamide FC(C=1C(=NC(=NC1)NC=1C(=NN(C1)C1CC2CCC(C1)N2C)C)NCCCNC(=O)C2CN(C2)C)F